BrC=1C=C(C=C(C1)F)C1(CC(C1)C)C1=NN=CN1C 3-(1-(3-bromo-5-fluorophenyl)-3-methylcyclobutyl)-4-methyl-4H-1,2,4-triazole